COC(CCCCCCCCCCCC/C=C/CCO)OC (3E)-17,17-dimethoxy-3-heptadecen-1-ol